CC1=CC=C(C(=N1)N)N 6-methylpyridine-2,3-diamine